butoxymethyl-cyanoacrylate C(CCC)OCC=C(C(=O)[O-])C#N